6-(ISOPROPYLTHIO)PYRIDINE-3-BORONIC ACID C(C)(C)SC1=CC=C(C=N1)B(O)O